N-(5-(2-(1-cyclopropylethyl)-7-(dimethylphosphoryl)-1-oxoisoindolin-5-yl)-4-methylthiazol-2-yl)acetamide C1(CC1)C(C)N1C(C2=C(C=C(C=C2C1)C1=C(N=C(S1)NC(C)=O)C)P(=O)(C)C)=O